N-[4-amino-1-(2-trimethylsilylethoxymethyl)pyrazolo[4,3-c]pyridin-7-yl]-2-oxo-2-[(2R,5S)-2-(2-methoxy-6-methyl-4-pyridyl)-5-methyl-1-piperidyl]acetamide NC1=NC=C(C2=C1C=NN2COCC[Si](C)(C)C)NC(C(N2[C@H](CC[C@@H](C2)C)C2=CC(=NC(=C2)C)OC)=O)=O